1-(4-chlorobenzhydryl)piperazine ClC1=CC=C(C(C2=CC=CC=C2)N2CCNCC2)C=C1